CC=1C=C(C=C2C=NNC12)C[C@H](C(=O)N1CCN(CC1)C1CCN(CC1)C)NC(=O)N1CCN(CC1)C1=CC2=C(NC1=O)SCCC2 (R)-N-(3-(7-methyl-1H-indazol-5-yl)-1-(4-(1-methylpiperidin-4-yl)piperazin-1-yl)-1-oxopropan-2-yl)-4-(7-oxo-3,4,7,8-tetrahydro-2H-thiopyrano[2,3-b]pyridin-6-yl)piperazine-1-carboxamide